FC(C=1C=NC(=NC1)C=1C=C2C=CN(C(C2=C(C1F)F)=O)CCC[C@H](C)NC=1C=NNC(C1C(F)(F)F)=O)F (S)-6-(5-(difluoromethyl)pyrimidin-2-yl)-7,8-difluoro-2-(4-((6-oxo-5-(trifluoromethyl)-1,6-dihydropyridazin-4-yl)amino)pentyl)isoquinolin-1(2H)-one